Sodium aluminum(III) biscitrate monocatecholate C=1([O-])C([O-])=CC=CC1.C(CC(O)(C(=O)O)CC(=O)[O-])(=O)[O-].C(CC(O)(C(=O)O)CC(=O)O)(=O)O.[Al+3].[Na+]